N1=CC=C2C(N=CC=C21)=O 4H-Pyrrolo[3,2-c]pyridine-4-one